2-methyl-2-adamantyl acrylate C(C=C)(=O)OC1(C2CC3CC(CC1C3)C2)C